(2s,5r)-5-({1-[2-hydroxy-4-(trifluoromethyl)phenyl]pyrido[3,4-d]pyridazin-4-yl}amino)piperidine-2-carboxylic acid ethyl ester C(C)OC(=O)[C@H]1NC[C@@H](CC1)NC=1N=NC(=C2C1C=NC=C2)C2=C(C=C(C=C2)C(F)(F)F)O